4-(6-(6-((3,5-dimethylisoxazol-4-yl)methyl)-3,6-diazabicyclo[3.1.1]heptan-3-yl)pyridin-3-yl)-6-(2-hydroxy-2-methylpropoxy)pyrazolo[1,5-a]pyridine-3-carbonitrile CC1=NOC(=C1CN1C2CN(CC1C2)C2=CC=C(C=N2)C=2C=1N(C=C(C2)OCC(C)(C)O)N=CC1C#N)C